tert-butyl 4-((2-(3-((2-methoxy-4-(methoxycarbonyl)phenyl)amino)prop-1-yn-1-yl)-1-(2,2,2-trifluoroethyl)-1H-indol-4-yl)amino)piperidine-1-carboxylate COC1=C(C=CC(=C1)C(=O)OC)NCC#CC=1N(C2=CC=CC(=C2C1)NC1CCN(CC1)C(=O)OC(C)(C)C)CC(F)(F)F